8-fluoro-3-isopropyl-2-oxo-1,2,3,5-tetrahydro-4H-benzo[1,4]diazepine-4-carboxamide FC1=CC2=C(CN(C(C(N2)=O)C(C)C)C(=O)N)C=C1